3-(2-amino-6-chloro-5-(5-(2-cyanoprop-2-yl)-2-methoxyphenylmethyl)pyrimidin-4-yl)propionic acid NC1=NC(=C(C(=N1)CCC(=O)O)CC1=C(C=CC(=C1)C(C)(C)C#N)OC)Cl